ClC1=NC=C(C(=N1)N1CC(C1)C(=O)N(C)C(C)(C)C1=CN=C2N1C=CC=C2)F 1-(2-chloro-5-fluoropyrimidin-4-yl)-N-(2-{imidazo[1,2-a]pyridin-3-yl}propan-2-yl)-N-methylazetidin-3-carboxamide